(S)-8-(6-(3-amino-4-methoxybutoxy)-2,3-dichlorobenzyl)pyrazolo[1,5-a][1,3,5]triazin-4-amine N[C@@H](CCOC1=CC=C(C(=C1CC=1C=NN2C1N=CN=C2N)Cl)Cl)COC